4-fluoro-7-methyl-N-(2-(1-methylpiperidin-4-yl)-1H-imidazol-5-yl)-1H-indole FC1=C2C=CN(C2=C(C=C1)C)C1=CN=C(N1)C1CCN(CC1)C